CC1=CC(=NC=N1)C=1OC2=NC=C(C=C2N1)B1OC(C(O1)(C)C)(C)C 2-(6-Methylpyrimidin-4-yl)-6-(4,4,5,5-tetramethyl-1,3,2-dioxaborolan-2-yl)oxazolo[5,4-b]pyridine